1,5,7-trimethyl-3-((4-(1,3-thiazol-2-yloxy)piperidin-1-yl)carbonyl)-1,5-dihydro-4H-pyrrolo[3,2-c]pyridin-4-one CN1C=C(C=2C(N(C=C(C21)C)C)=O)C(=O)N2CCC(CC2)OC=2SC=CN2